6-Benzyloxy-10,10-dimethyl-17-nitro-6,15-bis(trifluoromethyl)-19-oxa-3,4,13,18-tetrazatricyclo[12.3.1.12,5]nonadeca-1(18),2,4,14,16-pentaene C(C1=CC=CC=C1)OC1(C2=NN=C(C=3C(=CC(=C(NCCC(CCC1)(C)C)N3)C(F)(F)F)[N+](=O)[O-])O2)C(F)(F)F